5-[(3,5-difluorophenyl)chloromethyl]-2-fluorobenzonitrile FC=1C=C(C=C(C1)F)C(C=1C=CC(=C(C#N)C1)F)Cl